ClC1=C(C=C(C=C1C)F)[C@H]1N(CCC1=O)C(=O)OCC1C2=CC=CC=C2C=2C=CC=CC12 9H-fluoren-9-ylmethyl (2R)-2-(2-chloro-5-fluoro-3-methyl-phenyl)-3-oxo-pyrrolidine-1-carboxylate